IC1=CN(C2=CC=C(C=C12)N1C(NC2=C(C1=O)C1=C(S2)CCCC1)=O)C 3-(3-Iodo-1-methyl-1H-indol-5-yl)-5,6,7,8-tetrahydrobenzo[4,5]thieno[2,3-d]pyrimidine-2,4(1H,3H)-dione